4-(aminomethyl)-6-(5-(3-fluorophenyl)-1-methyl-1H-pyrazol-4-yl)phthalazin-1(2H)-one NCC1=NNC(C2=CC=C(C=C12)C=1C=NN(C1C1=CC(=CC=C1)F)C)=O